(4-carbamothioylphenoxy)10-(4,5-dimethoxy-2-methyl-3,6-dioxocyclohexa-1,4-dien-1-yl)decanoate C(N)(=S)C1=CC=C(OC(C(=O)[O-])CCCCCCCCC2=C(C(C(=C(C2=O)OC)OC)=O)C)C=C1